(S)-3-(4-bromothiazol-2-yl)-2-(((tert-butoxycarbonyl)amino) propanoyl)-2,3-diazabicyclo[3.1.1]heptane-4-carboxylate BrC=1N=C(SC1)N1N(C2CC([C@H]1C(=O)[O-])C2)C(CCNC(=O)OC(C)(C)C)=O